C(N)(OCC1=CC=C(C=C1)S(=O)C)=O 4-methylsulfinylbenzyl carbamate